C(C1=CC=CC=C1)OC=1C(=NN(C1C=1OC(=CN1)C(=O)OCC)CC)C ethyl 2-[4-(benzyloxy)-1-ethyl-3-methyl-1H-pyrazol-5-yl]-1,3-oxazole-5-carboxylate